C1C=CNNN1 5-TRIAZINE